CCCCN1C(=O)C(=C/C=C/C=C/2\\N(C3=CC=CC=C3O2)CCCS(=O)(=O)[O-])C(=O)N(C1=S)CCCC The molecule is an anionic cyanine-type compound having N-substituted 1,3-benzoxazol-2-yl and 4,6-dioxo-2-sulfanylidenetetrahydropyrimidin-5-yl groups at either end. It has a role as a fluorochrome. It is an organosulfonate oxoanion and a member of 1,3-benzoxazoles.